4-methoxyphenyl 3,6-di-O-benzyl-2-O-p-toluoyl-β-D-galactopyranoside C(C1=CC=CC=C1)O[C@@H]1[C@H]([C@H](OC2=CC=C(C=C2)OC)O[C@@H]([C@@H]1O)COCC1=CC=CC=C1)OC(=O)C1=CC=C(C=C1)C